FC1CC(C1)(C1=NC=CC=C1F)CNC1=NC=C(C=N1)C=1NC=CC1 2-(((((trans)-3-fluoro-1-(3-fluoropyridin-2-yl)cyclobutyl)methyl)amino)pyrimidin-5-yl)-1H-pyrrole